CN(C1=NN2C(N(C(=C(C2=O)N2CCNCC2)CC)CC(=O)OCC)=N1)C ethyl 2-[2-(dimethylamino)-5-ethyl-7-oxo-6-(piperazin-1-yl)-[1,2,4]triazolo[1,5-a]pyrimidin-4-yl]acetate